(1S,3aR,6aS)-2-(2-(tert-butylamino)-2-oxoacetyl)-N-((S)-3-oxo-1-((S)-2-oxopyrrolidin-3-yl)-4-(trifluoromethoxy)butan-2-yl)octahydrocyclopenta[c]pyrrole-1-carboxamide C(C)(C)(C)NC(C(=O)N1[C@@H]([C@@H]2[C@H](C1)CCC2)C(=O)N[C@@H](C[C@H]2C(NCC2)=O)C(COC(F)(F)F)=O)=O